CN1C=2C=C(C(=NC2C(=CC1=O)N1CCC(CC1)C=1OC2=C(N1)C=C(C=C2)C)C#N)OC2COCC2 5-methyl-8-(4-(5-methylbenzo[d]oxazol-2-yl)piperidin-1-yl)-6-oxo-3-((tetrahydrofuran-3-yl)oxy)-5,6-dihydro-1,5-naphthyridine-2-carbonitrile